Dimethyl 2-oxohexanedioate O=C(C(=O)OC)CCCC(=O)OC